Octene Oxide C1C(CCCCCC)O1